1-ethyl-3-methylimidazol beta-alanine salt NCCC(=O)O.C(C)N1CN(C=C1)C